C(C)OC=1C=C(C=2N(C1)N=C1C2C=NN1)C=1C=CC(=NC1)C1C2(CNC2)CCN1C(=O)OC(C)(C)C tert-butyl 5-(5-(6-ethoxy-1H-pyrazolo[3',4':3,4]pyrazolo[1,5-a]pyridin-4-yl)pyridin-2-yl)-2,6-diazaspiro[3.4]octane-6-carboxylate